1-butoxy-3-(4-(4,6-diphenyl-1,3,5-triazin-2-yl)-3-hydroxyphenoxy)propan-2-yl acrylate C(C=C)(=O)OC(COCCCC)COC1=CC(=C(C=C1)C1=NC(=NC(=N1)C1=CC=CC=C1)C1=CC=CC=C1)O